1-bromo-4-(perfluorohexyl)benzene BrC1=CC=C(C=C1)C(C(C(C(C(C(F)(F)F)(F)F)(F)F)(F)F)(F)F)(F)F